N1=CN=C(C2=CC(=CC=C12)O)O quinazoline-4,6-diol